COC=1N=CC(=NC1)C=1C=C2C(=NC=NC2=CC1)NC(C)C1=CC=CC=C1 6-(5-methoxypyrazin-2-yl)-N-(1-phenylethyl)quinazolin-4-amine